5-((4-Bromophenyl)selanyl)-2-ethoxy-6-phenyl-3,4-dihydro-1,2-oxaphosphinine 2-oxide BrC1=CC=C(C=C1)[Se]C=1CCP(OC1C1=CC=CC=C1)(OCC)=O